N-(4-(4-amino-3-(4-(cyclopentyloxy)phenyl)-7-oxo-6,7-dihydro-2H-pyrazolo[3,4-d]pyridazin-2-yl)phenyl)methacrylamide NC=1C=2C(C(NN1)=O)=NN(C2C2=CC=C(C=C2)OC2CCCC2)C2=CC=C(C=C2)NC(C(=C)C)=O